C(C)N1N=C(C2=C1C(NCC1(CCOCC1)C2)=O)CC(COC(C2=CC=C(C=C2)S(=O)(=O)C)=O)(C)C 4-Methylsulfonylbenzoic acid [3-(1-ethyl-8-oxo-spiro[6,7-dihydro-4H-pyrazolo[3,4-c]azepin-5,4'-tetrahydropyran]-3-yl)-2,2-dimethyl-propyl] ester